BrC1=CC(=C(C=C1Br)O)CN1CCC(CC1)CO 4,5-dibromo-2-((4-(hydroxymethyl)piperidin-1-yl)methyl)phenol